FCC(=O)C1=C(C=CC=C1)O fluoro-2'-hydroxyacetophenone